CN1CCC(=CC1)C=1C=C2C(=NC1)NC=C2C2=CC1=C(C(NCCO1)=O)C=C2 8-(5-(1-methyl-1,2,3,6-tetrahydropyridin-4-yl)-1H-pyrrolo[2,3-b]pyridin-3-yl)-3,4-dihydrobenzo[f][1,4]oxazepin-5(2H)-one